4-(3-Benzyloxy-5-methoxy-anilino)-6-chloro-2-methylsulfanyl-pyrimidine-5-carbonitrile C(C1=CC=CC=C1)OC=1C=C(NC2=NC(=NC(=C2C#N)Cl)SC)C=C(C1)OC